CN1C(NC2=C(C1=O)SC(=C2)CN2CCN(CC2)C=2C(=NC(=CC2)C(CC)=O)C)=O 3-methyl-6-((4-(2-methyl-6-propionylpyridin-3-yl)piperazin-1-yl)methyl)thieno[3,2-d]pyrimidine-2,4(1H,3H)-dione